2-(2,5-dioxopyrrolidine-1-yl)acetaldehyde O=C1N(C(CC1)=O)CC=O